N[C@H](C(=O)O)CC1=CNC2=CC=C(C=C12)C=1C=NN(C1)C (S)-2-amino-3-(5-(1-methyl-1H-pyrazol-4-yl)-1H-indol-3-yl)propanoic acid